NC1=NC2=CC(=CC=C2C(=N1)N[C@H]1C[C@H]2C[C@H]([C@@H]1C2)O)C2=CC=NN2 (1R,2R,4S,6S)-6-((2-amino-7-(1H-pyrazol-5-yl)quinazolin-4-yl)amino)bicyclo[2.2.1]heptan-2-ol